NC1=NN2C(N=CC=C2)=C1C(=O)NC(C)C=1C=C(C=2N(C1N1CCS(CC1)(=O)=O)N=CC2C#N)Cl 2-Amino-N-(1-(4-chloro-3-cyano-7-(1,1-dioxidothiomorpholino)pyrazolo[1,5-a]pyridin-6-yl)ethyl)pyrazolo[1,5-a]pyrimidine-3-carboxamide